tert-butyl 5-((4-(pyridazin-3-yl)piperazin-1-yl)sulfonyl)indoline-1-carboxylate N1=NC(=CC=C1)N1CCN(CC1)S(=O)(=O)C=1C=C2CCN(C2=CC1)C(=O)OC(C)(C)C